(S)-5-(Azetidin-2-ylmethoxy)-2-methyl-N-(1-(7-(1-methyl-1H-pyrazol-3-yl)quinolin-5-yl)cyclopropyl)benzamide N1[C@@H](CC1)COC=1C=CC(=C(C(=O)NC2(CC2)C2=C3C=CC=NC3=CC(=C2)C2=NN(C=C2)C)C1)C